1'-(tert-Butyloxycarbonyl)-5-methoxy-2H-spiro[benzofuran-3,4'-piperidine]-6-carboxylic acid C(C)(C)(C)OC(=O)N1CCC2(CC1)COC1=C2C=C(C(=C1)C(=O)O)OC